ClC=1C=C2C=CNC2=CC1 5-chloro-1H-indole